((2-(((bicyclo[6.1.0]non-4-yn-9-ylmethoxy)carbonyl)amino)ethyl)disulfaneyl)propanoate C12CCC#CCCC2C1COC(=O)NCCSSC(C(=O)[O-])C